C(C)(=O)OC1=CC=C(C=C1)C1=CC=C(C=C1)OC(C)=O 4,4'-di(acetoxy)biphenyl